C(C)(C)(C)OC(=O)N1C(=C(C2=CC(=CC=C12)C=1CCN(CC1)C(=O)OC(C)(C)C)C(C)C)C1=CC(=NC(=C1)C)C 5-(1-(tert-Butoxycarbonyl)-1,2,3,6-tetrahydropyridin-4-yl)-2-(2,6-dimethylpyridin-4-yl)-3-isopropyl-1H-indole-1-carboxylic acid tert-butyl ester